3-Ethoxy-5-{6-[2-(3-methoxy-phenyl)-ethylamino]-pyrimidin-4-yl}-thiophene C(C)OC1=CSC(=C1)C1=NC=NC(=C1)NCCC1=CC(=CC=C1)OC